3-(2-amino-[1,2,4]triazolo[1,5-a]pyridin-7-yl)-2-fluoro-6-methoxybenzoic acid NC1=NN2C(C=C(C=C2)C=2C(=C(C(=O)O)C(=CC2)OC)F)=N1